4-(1H-indol-3-yl)-7-[[5-(4-methylpiperazin-1-yl)-2-pyridyl]amino]-2,3-dihydropyrrolo[3,4-c]pyridin-1-one N1C=C(C2=CC=CC=C12)C1=NC=C(C2=C1CNC2=O)NC2=NC=C(C=C2)N2CCN(CC2)C